C(CCCCCCC)(=O)OCC1=CC=C(OC2CN(C2)C=2C(=C(C(=O)OC)C=CC2)N2C=CC=C2)C=C1 Methyl 3-(3-(4-((octanoyloxy)methyl)phenoxy) azetidin-1-yl)-2-(1H-pyrrol-1-yl)benzoate